CCCCCCCCCCCCCC1CCCCC1 N-TRIDECYLCYCLOHEXANE